(2S,3S,4R,5R)-5-(6-amino-2-ethynyl-9H-purin-9-yl)-2-fluoro-2-(hydroxymethyl)tetrahydrofuran-3,4-diol NC1=C2N=CN(C2=NC(=N1)C#C)[C@H]1[C@@H]([C@@H]([C@](O1)(CO)F)O)O